P(OC1=CC=CC=C1)(OCCN1CCOCC1)(=O)N phenyl (2-morpholinoethyl) phosphoramidate